C1(CC1)[C@H]1C[C@H](N(CC1)CC1=C2C=CN(C2=C(C=C1CC#C)C)C(=O)OC(C)(C)C)C1=CC=C(C=C1)C(=O)OC tert-butyl 4-(((2S,4R)-4-cyclopropyl-2-(4-(methoxycarbonyl)phenyl)piperidin-1-yl)methyl)-7-methyl-5-(prop-2-yn-1-yl)-1H-indole-1-carboxylate